FC(C(=O)[O-])=CC1=CC=CC=C1.[Li+].O=C1N(C=CC=C1)C(=S)N1C(C=CC=C1)=O 1-(2-oxopyridin-1-carbothioyl)pyridin-2-one lithium α-fluorocinnamate salt